C1CCN2CCCC12 (1S,7aS)-hexahydro-1H-pyrrolizine